N1=C(C=CC=C1)CCSC(C)CSCCC1=NC=CC=C1 2,3-Bis[2-(2-pyridyl)ethylsulfanyl]propane